N-cyclopropyl-3-(difluoromethyl)-5-fluoro-N-(2-isopropylbenzyl)-1H-pyrazole-4-amide C1(CC1)N(C(=O)C=1C(=NNC1F)C(F)F)CC1=C(C=CC=C1)C(C)C